2-Methyl-1-phenyl-1-propylhydrazine CNN(CCC)C1=CC=CC=C1